C(C)OC[C@]1(COC[C@H](O1)COC1=CC=C(C=C1)C=1C=C(C(NC1C(F)(F)F)=O)C(=O)N)C 5-(4-(((2S,6S)-6-(ethoxymethyl)-6-methyl-1,4-dioxan-2-yl)methoxy)phenyl)-2-oxo-6-(trifluoromethyl)-1,2-dihydropyridine-3-carboxamide